non-3-yn-1-yl 7-((2-hydroxyethyl)amino)heptanoate OCCNCCCCCCC(=O)OCCC#CCCCCC